ClC1=CC=C(C=C1)C1(N(C(C2=CC(=CC=C12)C(C)(C)O)=O)CC1=CC=C(C=C1)C#C[Si](C(C)C)(C(C)C)C(C)C)OCC1(CC1)CO 3-(4-chlorophenyl)-3-((1-(hydroxymethyl)cyclopropyl)methoxy)-6-(2-hydroxypropan-2-yl)-2-(4-((triisopropylsilyl)ethynyl)benzyl)isoindolin-1-one